BrC1=CN=C(S1)[C@H]1C[C@@H](N(S(N1)(=O)=O)C)C(=O)NC1=CC(=C(C=C1)F)Cl (3R,5R)-5-(5-bromothiazol-2-yl)-N-(3-chloro-4-fluorophenyl)-2-methyl-1,2,6-thiadiazinane-3-carboxamide 1,1-dioxide